3-((12-(3-fluorophenyl)dodec-11-yn-1-yl)thio)propyl hydrogen ((((R)-1-(6-amino-9H-purin-9-yl)propan-2-yl)oxy)methyl)phosphonate NC1=C2N=CN(C2=NC=N1)C[C@@H](C)OCP(OCCCSCCCCCCCCCCC#CC1=CC(=CC=C1)F)(O)=O